CCCCCCCCCCCC=CC1=C(C=CC=C1O)O Tridecenylresorcinol